2-[4-methyl-3-[5-methyl-6-(3-methyl-1-tetrahydropyran-2-yl-pyrazolo[3,4-c]pyridin-4-yl)-3-pyridyl]-2-oxo-benzimidazol-1-yl]acetic acid CC1=CC=CC=2N(C(N(C21)C=2C=NC(=C(C2)C)C2=C1C(=CN=C2)N(N=C1C)C1OCCCC1)=O)CC(=O)O